2-(amino(4-(bicyclo[2.2.2]octan-1-ylmethoxy)phenyl)methyl)propan-1,1,1,3,3,3-d6-2-ol NC(C(C([2H])([2H])[2H])(C([2H])([2H])[2H])O)C1=CC=C(C=C1)OCC12CCC(CC1)CC2